OC(CCS(=O)(=O)O)CO 3,4-dihydroxy-butanesulfonic acid